C(C1=CC=CC=C1)N1CC(NCC1)CO 1-benzyl-3-hydroxymethylpiperazine